(+/-)-6-{[trans-4-(4-methoxyphenyl)pyrrolidin-3-yl]methoxy}-isoindolin-1-one hydrochloride Cl.COC1=CC=C(C=C1)[C@H]1[C@@H](CNC1)COC1=CC=C2CNC(C2=C1)=O |r|